5-(1-Ethyl-1H-pyrazol-4-yl)-2-{5-[methyl(piperidin-4-yl)amino][1,3]thiazolo[5,4-d][1,3]thiazol-2-yl}pyridin-3-ol Hydrochlorid Cl.C(C)N1N=CC(=C1)C=1C=C(C(=NC1)C=1SC=2N=C(SC2N1)N(C1CCNCC1)C)O